CN1C(N(C2=C1C(=C(C=C2)C)C2CCNCC2)C2C(NC(CC2)=O)=O)=O 3-[3,5-dimethyl-2-oxo-4-(4-piperidinyl)benzimidazol-1-yl]Piperidine-2,6-dione